4,4-diphenyl-1-(pyrrolidin-1-yl)-2-(p-toluylamino)butan-1-one C1(=CC=CC=C1)C(CC(C(=O)N1CCCC1)NC1=CC=C(C=C1)C)C1=CC=CC=C1